N-[(6-Amino-2-pyridyl)sulfonyl]-2-[(1R,5S)-3-azabicyclo[3.2.1]octan-3-yl]-6-(3-fluoro-5-isobutoxyphenyl)pyridin-3-carboxamid NC1=CC=CC(=N1)S(=O)(=O)NC(=O)C=1C(=NC(=CC1)C1=CC(=CC(=C1)OCC(C)C)F)N1C[C@@H]2CC[C@H](C1)C2